C(C)S(=O)(=O)C[C@@H]1[C@H](N(C1)C=1C=NC(=C2C=C(N=CC12)NC1=NC(=NC=C1)N1CC([C@](CC1)(O)C)(F)F)C(C)C)C (4S)-1-[4-({8-[(2R,3S)-3-[(ethanesulfonyl)meth-yl]-2-methylazetidin-1-yl]-5-(propan-2-yl)-2,6-naphthyridin-3-yl}amino)pyrimidin-2-yl]-3,3-difluoro-4-methylpiperidin-4-ol